ClC=1C(=C(C=CC1F)[C@@H](NC(=O)N1[C@H](C(NCC1)=O)C(F)(F)F)C1CC(C1)C(F)(F)F)F (R)-N-((S)-(3-chloro-2,4-difluorophenyl)((1R,3S)-3-(trifluoromethyl)cyclobutyl)-methyl)-3-oxo-2-(trifluoromethyl)piperazine-1-carboxamide